ClC1=C(C=C2C(=C(N(C2=C1F)C)C1=NN=C(N1)C(COC)(F)F)C=1C=NNC1)OC 6-chloro-2-(5-(1,1-difluoro-2-methoxyethyl)-4H-1,2,4-triazol-3-yl)-7-fluoro-5-methoxy-1-methyl-3-(1H-pyrazol-4-yl)-1H-indole